2,2-DIMETHYL-3-OXOPENTANAL CC(C=O)(C(CC)=O)C